3-(1-oxo-5-(1-((3-phenyl-1H-pyrazol-4-yl)methyl)piperidin-4-yl)isoindolin-2-yl)piperidine-2,6-dione O=C1N(CC2=CC(=CC=C12)C1CCN(CC1)CC=1C(=NNC1)C1=CC=CC=C1)C1C(NC(CC1)=O)=O